ClC1=CC=C2C(=CC(=NC2=C1Cl)NCC=1C=C(C=C(C1)F)CC(=O)OC)N1C=NC=C1 methyl 2-(3-(((7,8-dichloro-4-(1H-imidazol-1-yl)quinolin-2-yl)amino)methyl)-5-fluorophenyl)acetate